N-(3,6-dimethyl-9H-thioxanthen-9-yl)-5-methyl-2-oxo-6-(trifluoromethyl)-1,2-dihydropyridine-3-carboxamide CC=1C=CC=2C(C3=CC=C(C=C3SC2C1)C)NC(=O)C=1C(NC(=C(C1)C)C(F)(F)F)=O